ClC1=C(C=CC(=C1)C#N)C=1C=CC(=C2C=CC=NC12)C[C@@H](C(=O)OC)NC(=O)C1=C(C=C(C(=O)OC(C)(C)C)C=C1F)F tert-butyl (S)-4-((3-(8-(2-chloro-4-cyanophenyl)quinolin-5-yl)-1-methoxy-1-oxopropan-2-yl)carbamoyl)-3,5-difluorobenzoate